N-(5-iodopyrimidin-2-yl)isoxazol-4-amine IC=1C=NC(=NC1)NC=1C=NOC1